BrC1=C(C2=C(N(C(N2C)=O)C2C(N(C(CC2)=O)CC2=CC=C(C=C2)OC)=O)C=C1)F (5-bromo-4-fluoro-3-methyl-2-oxo-2,3-dihydro-1H-benzo[d]imidazol-1-yl)-1-(4-methoxybenzyl)piperidine-2,6-dione